2-(2,6-dioxopiperidin-3-yl)-5-fluoro-6-(4-(hydroxymethyl)piperidin-1-yl)-dihydroisoindole-1,3-dione O=C1NC(CCC1N1C(C2=CC(=C(CC2C1=O)F)N1CCC(CC1)CO)=O)=O